(3R,4R)-1-Cyclopentyl-4-{[1-(2,4-difluoro-phenyl)-1H-[1,2,3]triazole-4-carbonyl]-amino}-piperidine-3-carboxylic acid (1-pyridin-2-yl-cyclopropyl)-amide N1=C(C=CC=C1)C1(CC1)NC(=O)[C@@H]1CN(CC[C@H]1NC(=O)C=1N=NN(C1)C1=C(C=C(C=C1)F)F)C1CCCC1